C(C)(C)(C)OC(=O)NCC1=NOC(C1C)C(=O)OC Methyl 3-(((tert-butoxycarbonyl)amino)methyl)-4-methyl-4,5-dihydroisoxazole-5-carboxylate